1,3-diformylcyclobutane C(=O)C1CC(C1)C=O